4-tert-butoxy-N-hydroxy-2-[4-(trifluoromethyl)anilino]pyridine-3-carboxamidine C(C)(C)(C)OC1=C(C(=NC=C1)NC1=CC=C(C=C1)C(F)(F)F)C(=N)NO